2-(1-((2,4-dimethoxybenzyl)(2-hydroxy-2-(pyridin-3-yl)ethyl)amino)cyclopropyl)acetonitrile COC1=C(CN(C2(CC2)CC#N)CC(C=2C=NC=CC2)O)C=CC(=C1)OC